4-(3-hydroxy-6-m-tolyl-pyridin-2-yl)-4-oxo-butyric acid ethyl ester C(C)OC(CCC(=O)C1=NC(=CC=C1O)C=1C=C(C=CC1)C)=O